4-(4-amino-3-fluorophenyl)morpholine-3-one NC1=C(C=C(C=C1)N1C(COCC1)=O)F